C(C)N1N=CC(=C1)C(C)N1C(N(C=C1)C1=C(C(=CC(=C1)N1C[C@H](OCC1)C)C(F)(F)F)F)=O 1-[1-(1-ethyl-1H-pyrazol-4-yl)ethyl]-3-{2-fluoro-5-[(2R)-2-methylmorpholin-4-yl]-3-(trifluoromethyl)phenyl}-1,3-dihydro-2H-imidazol-2-one